COC=1C=C2C=C(C=NC2=C(C1)C1=CC=C(C=C1)OC(F)(F)F)C(=O)OC methyl 6-methoxy-8-(4-(trifluoromethoxy)phenyl)quinoline-3-carboxylate